C12C(C3CC(CC(C1)C3)C2)=C(C2=CC=C(C=C2)OCCCCCN2CCCCC2)C2=CC=C(C=C2)OCCCCCN2CCCCC2 1,1'-((((((5r,7r)-adamantan-2-ylidene)methylene)bis(4,1-phenylene))bis(oxy))bis(pentane-5,1-diyl))dipiperidine